C1SCCC=2N(C=3C=CC=CC3C21)CC2=C(C(=O)O)C=CC=C2OC 2-((3,4-dihydrothiopyrano[4,3-b]indol-5(1H)-yl)methyl)-3-methoxybenzoic acid